The molecule is a benzylisoquinoline alkaloid muscle relaxant which constitutes the active component of curare. It has a role as a nicotinic antagonist, a muscle relaxant and a drug allergen. It derives from a hydride of a tubocuraran. CN1CCC2=CC(=C3C=C2[C@@H]1CC4=CC=C(C=C4)OC5=C6[C@@H](CC7=CC(=C(C=C7)O)O3)[N+](CCC6=CC(=C5O)OC)(C)C)OC